ClC1=C2C=CC=CC2=C(C2=CC=CC=C12)C=1C=C(C=CC1)C1=NC(=NC(=C1)C1=CC=CC=C1)C1=CC=CC=C1 4-(3-(10-chloroanthracen-9-yl)phenyl)-2,6-diphenylpyrimidine